2-[4-[(5-Cyclopropyl-1H-pyrazol-3-yl)amino]pyrimidin-2-yl]-2,8-diazaspiro[3.5]nonane-8-carboxylic acid tert-butyl ester C(C)(C)(C)OC(=O)N1CCCC2(CN(C2)C2=NC=CC(=N2)NC2=NNC(=C2)C2CC2)C1